1-[(4-fluorophenyl)methyl]-N-(1-methylcyclopropyl)-2-oxo-3H-benzimidazole-5-sulfonamide FC1=CC=C(C=C1)CN1C(NC2=C1C=CC(=C2)S(=O)(=O)NC2(CC2)C)=O